(R)-2-methyl-3-(pyridine-4-yl)propionaldehyde C[C@@H](C=O)CC1=CC=NC=C1